NC1=CC(=C2O[C@H](CCCCC[C@](C3=NN=C(C1=N2)O3)(O)C(F)(F)F)CO)C(F)(F)F (6R,12R)-17-Amino-12-(hydroxymethyl)-6,15-bis(trifluoromethyl)-13,19-dioxa-3,4,18-triazatricyclo[12.3.1.12,5]nonadeca-1(18),2,4,14,16-pentaen-6-ol